ClC=CCCCCCCC (3Z)-1-chlorononene